FC1=CC=C(C(=N1)OC)C(CCCCC)O 1-(6-fluoro-2-methoxypyridin-3-yl)hexan-1-ol